(-)-L-2',3'-dideoxy-3'-thiacytidine [C@@H]1(CS[C@@H](CO)O1)N1C(=O)N=C(N)C=C1